α-D-glucopyranosyl-(1→4)-D-glucopyranose [C@H]1([C@H](O)[C@@H](O)[C@H](O)[C@H](O1)CO)O[C@H]1[C@@H]([C@H](C(O)O[C@@H]1CO)O)O